7-methyl-[1,2,4]triazolo[1,5-a]pyridine-2-amine CC1=CC=2N(C=C1)N=C(N2)N